COC(=O)C1=CSC(=N1)C(=O)C2=CNC3=CC=CC=C32 2-(1'H-Indole-3'-carbonyl)-thiazole-4-carboxylic acid